2-((2R,5S)-2-(2-(1-(dimethylamino)ethyl)benzo[d]thiazol-5-yl)-5-methylpiperidin-1-yl)-2-oxo-N-(1-((2-(trimethylsilyl)ethoxy)methyl)-1H-pyrazolo[4,3-c]pyridin-7-yl)acetamide CN(C(C)C=1SC2=C(N1)C=C(C=C2)[C@@H]2N(C[C@H](CC2)C)C(C(=O)NC=2C1=C(C=NC2)C=NN1COCC[Si](C)(C)C)=O)C